4-(3-(dimethylamino)-5-(2,6-dimethylphenoxy)-1-(2-fluoro-2-methylpropyl)-1H-indazol-6-yl)-N-ethyl-6-methyl-7-oxo-6,7-dihydro-1H-pyrrolo[2,3-c]pyridine-2-carboxamide CN(C1=NN(C2=CC(=C(C=C12)OC1=C(C=CC=C1C)C)C=1C2=C(C(N(C1)C)=O)NC(=C2)C(=O)NCC)CC(C)(C)F)C